COC1=CC(=NC=C1C)C(=O)O 4-methoxy-5-methyl-pyridine-2-carboxylic acid